N(C(=O)C)C1=NC=CC(=C1)C=1C=CC(=C(C(=O)N)C1)OC[C@@](CC(=C)C)(C)N (S)-5-(2-Acetaminopyridin-4-yl)-2-((2-amino-2,4-dimethylpent-4-en-1-yl)oxy)benzamide